OC(C1=C(C=CC=C1)O)C1=CC=CC=C1 2-(hydroxy(phenyl)methyl)phenol